FC1=C(CC2=NC3=C(N2C[C@H]2OCC2)C=C(C=C3)C(=O)O)C=C(C(=C1)C1=NC(=CC=C1)OCC1=NN(C=C1)C1=CC=CC=C1)F (S)-2-(2,5-difluoro-4-(6-((1-phenyl-1H-pyrazol-3-yl)methoxy)pyridin-2-yl)benzyl)-1-(oxetan-2-ylmethyl)-1H-benzo[d]imidazole-6-carboxylic acid